6-[(1S)-1-amino-1,3-dihydrospiro[indene-2,4'-piperidin]-1'-yl]-3-(3-bromo-2-chlorophenyl)-2,5-dimethyl-3,4-dihydropyrimidin-4-one N[C@@H]1C2=CC=CC=C2CC12CCN(CC2)C2=C(C(N(C(=N2)C)C2=C(C(=CC=C2)Br)Cl)=O)C